C1(CCC1)C1=NC(=NO1)C=1C=C2CC[C@H](C2=CC1)NC(=O)C=1C(=NN(C1)C)C (R)-N-(5-(5-cyclobutyl-1,2,4-oxadiazol-3-yl)-2,3-dihydro-1H-inden-1-yl)-1,3-dimethyl-1H-pyrazole-4-carboxamide